1-[2,6-diethoxy-4-(2-hydroxy-1,1-dimethoxyethyl)phenyl]ethan-1-one C(C)OC1=C(C(=CC(=C1)C(CO)(OC)OC)OCC)C(C)=O